ClC1=NC=2N(C(=C1)NCC1=NC(=CC=C1)N1N=CC(=C1)[N+](=O)[O-])N=CC2C(C)C 5-chloro-3-isopropyl-N-((6-(4-nitro-1H-pyrazole-1-yl)pyridin-2-yl)methyl)pyrazolo[1,5-a]pyrimidin-7-amine